CN1N=C(C(=C1)S(=O)(=O)NC(=O)C=1C=NC(=CC1)N1N=C(C=C1)OCC(C(F)(F)F)(C)C)C N-(1,3-dimethylpyrazol-4-yl)sulfonyl-6-[3-(3,3,3-trifluoro-2,2-dimethyl-propoxy)pyrazol-1-yl]pyridine-3-carboxamide